C(=CCCCCCCCCCC)C(C(=O)O)CC(=O)O 2-dodecenylbutanedioic acid